3-(4-(((1R,4R)-4-(methylamino)cyclohexyl)(pentyl)amino)-1-oxoisoindolin-2-yl)piperidine-2,6-dione hydrochloride Cl.CNC1CCC(CC1)N(C1=C2CN(C(C2=CC=C1)=O)C1C(NC(CC1)=O)=O)CCCCC